COC1=C(C=C(C=C1)C)[C@]1([C@H](C1)C1=NC(=CC=C1)C(C)C)C(=O)NS(=O)(=O)C=1C=2C=CC(=NC2C=CC1)C (1S,2S)-1-(2-methoxy-5-methylphenyl)-N-(2-methylquinoline-5-sulfonyl)-2-[6-(propan-2-yl)pyridin-2-yl]cyclopropane-1-carboxamide